N12OCC(CC1)C2 oxa-azabicyclo[2.2.1]heptane